ClC1=C(C=CC=C1C1=C(C(=NC=C1)C=1C=C(C=2N(C1)N=C(N2)CO)OC)Cl)C2=CC=C(C(=N2)OC)CN(C(OC(C)(C)C)=O)C(C)C tert-butyl ((6-(2-chloro-3-(3-chloro-2-(2-(hydroxymethyl)-8-methoxy-[1,2,4]triazolo[1,5-a]pyridin-6-yl)pyridin-4-yl)phenyl)-2-methoxypyridin-3-yl)methyl)(isopropyl)carbamate